C(C)(C)NC1=NC(=NC=C1[N+](=O)[O-])SC N-isopropyl-2-(methylthio)-5-nitropyrimidin-4-amine